1-(4-chlorophenyl)-2,2,2-trifluoro-N-[2-methoxyethyl(methyl)sulfamoyl]-N-methyl-ethanamine ClC1=CC=C(C=C1)C(C(F)(F)F)N(C)S(N(C)CCOC)(=O)=O